ClC=1C=NN(C1C(=O)NC1=NC=C(C=C1C)C#CC1=CC=CC=C1)[C@@H]1CN(CC1)C(=O)C1CC1 4-chloro-1-[(3S)-1-(cyclopropanecarbonyl)pyrrolidin-3-yl]-N-[3-methyl-5-(phenylethynyl)pyridin-2-yl]-1H-pyrazole-5-carboxamide